6-methoxy-N-(4-((3-ethyloxetan-3-yl)methoxy)pyridin-2-yl)nicotinamide COC1=NC=C(C(=O)NC2=NC=CC(=C2)OCC2(COC2)CC)C=C1